7-methyl-2'-propionyl-2',3'-dihydro-2H,4H-spiro[benzo[b][1,4]oxazin-3,1'-indene]-2-one CC=1C=CC2=C(OC(C3(C(CC4=CC=CC=C34)C(CC)=O)N2)=O)C1